3-(2-(Dimethylamino)ethoxy)-2-fluoro-6-methyl-N-(1-(naphthalen-1-yl)cyclopropyl)benzamide CN(CCOC=1C(=C(C(=O)NC2(CC2)C2=CC=CC3=CC=CC=C23)C(=CC1)C)F)C